CC(C)(C)OC(=O)NC1CCC(CC1)N tert-butyl N-[(1R,4R)-4-aminocyclohexyl]carbamate